OCC1=NN2C(C=CC(=C2)C(=O)OC)=N1 methyl 2-(hydroxymethyl)-[1,2,4]triazolo[1,5-a]pyridine-6-carboxylate